C(C1=CC=CC=C1)C(C(=O)NC=1C(=NC2=C(C=CC=C2C1)F)C)(CC(=C)C)C 2-benzyl-N-(8-fluoro-2-methyl-3-quinolinyl)-2,4-dimethyl-pent-4-enamide